Cl.FC(OCCN)(F)F 2-(trifluoromethoxy)ethylamine hydrochloride